[4-[[2-[cyclopropyl(difluoro)methyl]-4-pyridyl]oxy]-3,5-difluoro-phenyl]methanol C1(CC1)C(C1=NC=CC(=C1)OC1=C(C=C(C=C1F)CO)F)(F)F